ClN(S(=O)(=O)C1=CC=CC=C1)F N-chloro-N-fluorobenzenesulfonamide